ClC1=C(C(=O)NC2=CC(=NN2C2=CC=CC=C2)C(=O)NCCCCCCCC(=O)N2CCC(CC2)C2=CC=C(C=C2)CCOC2C(NC(CC2)=O)=O)C=C(C(=C1)Cl)C1=NC=CC=C1 5-[[2,4-dichloro-5-(2-pyridyl)benzoyl]amino]-N-[8-[4-[4-[2-[(2,6-dioxo-3-piperidyl)oxy]ethyl]phenyl]-1-piperidyl]-8-oxo-octyl]-1-phenyl-pyrazole-3-carboxamide